tert-butyl 3,5-bis((trimethylsilyl)ethynyl)benzoate C[Si](C)(C)C#CC=1C=C(C(=O)OC(C)(C)C)C=C(C1)C#C[Si](C)(C)C